IC=1C=CC=2N(C3=CC=C(C=C3C2C1)I)CCCCCCP(OCC)(OCC)=O Diethyl [6-(3,6-diiodo-9H-carbazol-9-yl)hexyl]phosphonate